FC1=C(C(=CC=C1)OC)C1=NC=CC2=C1CN(C2=O)C2=CC=C(C(=N2)N[C@@H]2CNCC2)C=2C=NC=C(C2)C#N 6'-(4-(2-fluoro-6-methoxyphenyl)-1-oxo-1,3-dihydro-2H-pyrrolo[3,4-c]pyridin-2-yl)-2'-(((S)-pyrrolidin-3-yl)amino)-[3,3'-bipyridine]-5-carbonitrile